dihydro-2H-[1,4]thiazino[2,3,4-ij]quinolin-7-one S1CCN2CCC(C3=CC=CC1=C23)=O